O[C@@H]1C[C@H](N(C1)C(=O)OC(C)(C)C)C(NCC1=CC=C(C=C1)C1=C(N=CS1)C)=O tert-butyl (2S,4R)-4-hydroxy-2-((4-(4-methylthiazol-5-yl)benzyl) carbamoyl)pyrrolidine-1-carboxylate